1H-benzo[d]imidazol-2-amine trisuccinate C(CCC(=O)O)(=O)O.C(CCC(=O)O)(=O)O.C(CCC(=O)O)(=O)O.N1C(=NC2=C1C=CC=C2)N